C(=C)(C)SS\C=C/C cis-propenyl isopropenyl disulfide